O=C1NC2(CC(C2)C(=O)OC)C(N1)=O methyl (2r,4r)-6,8-dioxo-5,7-diazaspiro[3.4]octane-2-carboxylate